tert-Butyl 2-((4-methyl-3-((1-(naphthalen-1-yl)cyclopropyl)carbamoyl)phenoxy)methyl)azetidine-1-carboxylate CC1=C(C=C(OCC2N(CC2)C(=O)OC(C)(C)C)C=C1)C(NC1(CC1)C1=CC=CC2=CC=CC=C12)=O